[Na+].P([O-])(=O)(OP(=O)([O-])[O-])OC[C@@H]1[C@H](C[C@@H](O1)N1C=NC=2C(N)=NC=NC12)O.[Na+].[Na+] 2'-deoxyadenosine-5'-diphosphate sodium salt